COC1=C(C=CC=C1)C1=NC(=NC=C1)N1CC(CC1)CNC(OC(C)(C)C)=O tert-butyl ({1-[4-(2-methoxyphenyl)pyrimidin-2-yl]pyrrolidin-3-yl}methyl)carbamate